COC1=C(C=CC(=C1)C2=C(C(=O)C3=C(C=C(C=C3O2)O)O)O)O The molecule is a monomethoxyflavone that is quercetin in which the hydroxy group at position 3' is replaced by a methoxy group. It has a role as an EC 1.14.18.1 (tyrosinase) inhibitor, an anticoagulant and a metabolite. It is a 7-hydroxyflavonol, a tetrahydroxyflavone and a monomethoxyflavone. It derives from a quercetin. It is a conjugate acid of an isorhamnetin(1-).